C(C)(=O)O[C@H]1CN(CC1)C(=O)NC1=CC(=C(C=C1)C=1N=C2N(N=C(C=C2C2CC2)C(=O)OCC)C1)F Ethyl (R)-2-(4-(3-acetoxypyrrolidine-1-carboxamido)-2-fluorophenyl)-8-cyclopropyl-imidazo[1,2-b]pyridazine-6-carboxylate